BrC1=C(C=C(C=C1F)OC(C)(C)C)F 2-bromo-5-(tert-butoxy)-1,3-difluorobenzene